C(C)(C)(C)C=1C=C(C=CC1)NC(OCC=1C=C2C(N(CC2=C(C1)OC)C1C(NC(CC1)=O)=O)=O)=O (2-(2,6-dioxopiperidin-3-yl)-7-methoxy-3-oxoisoindolin-5-yl)methyl (3-(tert-butyl)phenyl)carbamate